6-(4-chlorophenyl)-N-(4-(hydroxymethyl)piperidin-4-yl)-2-(1-methyl-1H-pyrazol-4-yl)-3-oxo-2,3-dihydropyridazine-4-carboxamide ClC1=CC=C(C=C1)C=1C=C(C(N(N1)C=1C=NN(C1)C)=O)C(=O)NC1(CCNCC1)CO